CN(CCN1N=CC2=CC(=CC=C12)[C@H]1NC[C@@H](CC1)C)C N,N-dimethyl-2-[5-[(2S,5R)-5-methyl-2-piperidyl]indazol-1-yl]ethanamine